6-[5-[2-[[3-(2-aminoethoxy)-1-methyl-6,7-dihydro-5H-cyclopenta[c]pyridin-6-yl]methylamino]ethyl]-2-oxo-1,3-oxazolidin-3-yl]-4H-pyrido[3,2-b][1,4]oxazin-3-one NCCOC1=CC2=C(C(=N1)C)CC(C2)CNCCC2CN(C(O2)=O)C=2C=CC=1OCC(NC1N2)=O